N[C@H]1CC=CC[C@@H]1C1=C(C2=NC(=CC(=C2S1)NCC(=O)OC)Cl)Br methyl (2-((1S,6S)-6-aminocyclohex-3-en-1-yl)-3-bromo-5-chlorothieno[3,2-b]pyridin-7-yl)glycinate